4-[(E)-3-(4-Hydroxyphenyl)prop-2-enoyl]-N,N-dimethylbenzenesulfonamide OC1=CC=C(C=C1)/C=C/C(=O)C1=CC=C(C=C1)S(=O)(=O)N(C)C